4-(5-chloro-(1H-tetrazol-1-yl)phenyl)-5-methoxypyridin-2(1H)-one ClC=1C=CC(=C(C1)C1=CC(NC=C1OC)=O)N1N=NN=C1